(R)-5-guanidino-N-(4-hydroxybenzyl)-2-((S)-2-(1-oxoisoindolin-2-yl)-2-phenylacetamido)pentanamide N(C(=N)N)CCC[C@H](C(=O)NCC1=CC=C(C=C1)O)NC([C@H](C1=CC=CC=C1)N1C(C2=CC=CC=C2C1)=O)=O